6-methyl-7-pyrazin-2-yl-1H-indole-3-sulfonyl chloride CC1=CC=C2C(=CNC2=C1C1=NC=CN=C1)S(=O)(=O)Cl